rel-N-(4-chloroisoquinolin-6-yl)-2-(4-(N-(pyridin-2-yl)sulfamoyl)phenyl)cyclopropane-1-carboxamide ClC1=CN=CC2=CC=C(C=C12)NC(=O)C1C(C1)C1=CC=C(C=C1)S(NC1=NC=CC=C1)(=O)=O